5-[bis(trifluoromethylsulfonyl)amino]-3-fluoro-N,N,2,4-tetramethyl-benzamide FC(S(=O)(=O)N(C=1C(=C(C(=C(C(=O)N(C)C)C1)C)F)C)S(=O)(=O)C(F)(F)F)(F)F